methyl [(tert-butyl)(oxycarbonylamino)](dimethoxyphosphoryl)acetate C(C)(C)(C)OC(=O)NC(C(=O)OC)P(=O)(OC)OC